di(β-carboxyethyl)cyclohexanone C(=O)(O)CCC1(CCC(CC1)=O)CCC(=O)O